Cl.C(C)(C)(C)OC(CCN)=O β-Alanine tert.-butylester hydrochloride